6-(3-(5-methyl-1H-1,2,4-triazole-1-yl)propyl)pyridine-2-amine CC1=NC=NN1CCCC1=CC=CC(=N1)N